(2-(di(thiophene-2-yl)methylene)-6-methoxy-2,3-dihydrobenzofuran-3-yl)diphenyl-phosphine oxide S1C(=CC=C1)C(=C1OC2=C(C1P(C1=CC=CC=C1)(C1=CC=CC=C1)=O)C=CC(=C2)OC)C=2SC=CC2